BrC1=CC=C(C=C1)C=1OC2=C(N1)C=CC=N2 4-bromo-(7-azabenzoxazol-2-yl)-benzene